C(C)N(C1=CC=C2C=C(C(OC2=C1)=O)C(C1=CC=C(C=C1)OC)=O)CC 7-diethylamino-3-(4-methoxybenzoyl)coumarin